3-[(2-nitrophenyl)sulfanylmethyl]-4-prop-2-enyl-1H-1,2,4-triazole-5-thione [N+](=O)([O-])C1=C(C=CC=C1)SCC1=NNC(N1CC=C)=S